5,7,3'-trihydroxy-8,4'-dimethoxyisoflavone OC1=C2C(C(=COC2=C(C(=C1)O)OC)C1=CC(=C(C=C1)OC)O)=O